N-(2,2,6,6-tetramethylpiperidine-4-yl)-2-Dodecylsuccinimide CC1(NC(CC(C1)N1C(C(CC1=O)CCCCCCCCCCCC)=O)(C)C)C